1,4-bis(imidazol-1-yl)benzene N1(C=NC=C1)C1=CC=C(C=C1)N1C=NC=C1